N1C=NC(=C1)C=1C=CC(=NC1)C 5-(1H-imidazol-4-yl)-2-methylpyridine